3-(oxetan-3-yl)-1H-pyrazole O1CC(C1)C1=NNC=C1